1-(6'-Chloro-4'-(((1s,4s)-4-hydroxy-4-methylcyclohexyl)amino)-[2,3'-bipyridin]-5-yl)piperidin-4-ol ClC1=CC(=C(C=N1)C1=NC=C(C=C1)N1CCC(CC1)O)NC1CCC(CC1)(C)O